O=C(CCNC(OC(C)(C)C)=O)NCCC(F)(F)F tert-Butyl (3-oxo-3-((3,3,3-trifluoropropyl)amino)propyl)carbamate